BrC1=CC=2C3(C4=CC(=C(C(=C4OC2C(=C1O)Br)Br)O)Br)OCC1=CC=CC=C13 2',4',5',7'-tetrabromo-3',6'-dihydroxyspiro[isobenzofuran-1(3H),9'-[9H]xanthene]